(R)-4-(8-((5-methoxy-7-methyl-1H-indol-4-yl)methyl)-8-azadispiro[2.1.55.13]Undec-7-yl)benzoic acid COC=1C(=C2C=CNC2=C(C1)C)CN1[C@H](CC2(CC3(CC3)C2)CC1)C1=CC=C(C(=O)O)C=C1